tert-butyl (R)-((3-(2-(4-cyano-2-methoxyphenoxy)-4-methyl-5-(1-methyl-1H-pyrazol-4-yl)nicotinamido)phenyl)(methyl)(oxo)-λ6-sulfaneylidene)carbamate C(#N)C1=CC(=C(OC2=C(C(=O)NC=3C=C(C=CC3)[S@](=O)(C)=NC(OC(C)(C)C)=O)C(=C(C=N2)C=2C=NN(C2)C)C)C=C1)OC